9,10-dimethoxy-1,2,3,4-tetrahydroanthracene COC=1C2=CC=CC=C2C(=C2CCCCC12)OC